(S)-N-((R)-2-(difluoromethoxy)-1-(3-(difluoromethoxy)phenyl)ethyl)-5,5,5-trifluoro-3-hydroxy-3-methylpentanamide FC(OC[C@@H](C1=CC(=CC=C1)OC(F)F)NC(C[C@](CC(F)(F)F)(C)O)=O)F